[Pd](Cl)Cl.C(C)(C)(C)P(C1=CC=C(C=C1)N(C)C)C(C)(C)C.C(C)(C)(C)P(C1=CC=C(C=C1)N(C)C)C(C)(C)C bis(di-tert-butyl-(4-dimethylaminophenyl)-phosphine) palladium (II) dichloride